CNCC(C)C 3-Methylamino-2-methylpropan